5-(5-((3-ethyl-2,4-dioxo-1,2,3,4-tetrahydroquinazolin-7-yl)methyl)hexahydropyrrolo[3,4-c]pyrrol-2(1H)-yl)-N-methylpicolinamide C(C)N1C(NC2=CC(=CC=C2C1=O)CN1CC2C(C1)CN(C2)C=2C=CC(=NC2)C(=O)NC)=O